(E)-tri((E)-4-(diphenylamino)benzylidene)benzene-1,3,5-tricarbohydrazide C1(=CC=CC=C1)N(C1=CC=C(\C=N\NC(=O)C=2C=C(C=C(C2)C(=O)N/N=C/C2=CC=C(C=C2)N(C2=CC=CC=C2)C2=CC=CC=C2)C(=O)N/N=C/C2=CC=C(C=C2)N(C2=CC=CC=C2)C2=CC=CC=C2)C=C1)C1=CC=CC=C1